4-(5-(1-acryloylpyrrolidin-3-yl)-1-aminopyrrolo[1,2-c]pyrimidin-7-yl)-N-(4-cyanopyridin-2-yl)benzamide C(C=C)(=O)N1CC(CC1)C=1C=C(N2C(=NC=CC21)N)C2=CC=C(C(=O)NC1=NC=CC(=C1)C#N)C=C2